COC1=C(C=CC(=C1)C=1C=NN(C1)C)NC=1N=CC2=C(N1)C(=NC=C2)NC2COCC2 N2-(2-methoxy-4-(1-methyl-1H-pyrazol-4-yl)phenyl)-N8-(tetrahydrofuran-3-yl)pyrido[3,4-d]pyrimidine-2,8-diamine